1-(2-(1-acetyl-4-(p-tolyl)-1H-imidazol-2-yl)piperidin-1-yl)-2-(methylsulfanyl)propan-1-one C(C)(=O)N1C(=NC(=C1)C1=CC=C(C=C1)C)C1N(CCCC1)C(C(C)SC)=O